ClC1=CC(=C(COC2=NC=3CNCCC3C=C2C)C=C1)F ((4-chloro-2-fluorobenzyl)oxy)-3-methyl-5,6,7,8-tetrahydro-1,7-naphthyridine